C(CCCCC)C1C2=CC(=C(C(=C2OC=2C(=C(C(=CC12)C)O)C)C)O)C 9-Hexyl-2,4,5,7-tetramethyl-9H-xanthene-3,6-diol